1-[(2R,4S)-4-[4-amino-3-[2-(6-chloro-1,2-dimethyl-1,3-benzodiazol-5-yl)ethynyl]pyrazolo[4,3-c]pyridin-1-yl]-2-(methoxymethyl)pyrrolidin-1-yl]prop-2-en-1-one NC1=NC=CC2=C1C(=NN2[C@H]2C[C@@H](N(C2)C(C=C)=O)COC)C#CC2=CC1=C(N(C(=N1)C)C)C=C2Cl